O1CCN(CC1)C(CCCC#C)=O 1-morpholinohexa-5-yn-1-one